[Cl-].C(C=C)N1CN(C=C1)C=C 1-allyl-3-vinyl-imidazole chloride salt